ClC1=C(C=CC=C1)N1C(N(C(C1=O)=O)C1CC(N(C1)C1=CC=C(C#N)C=C1)=O)=O 4-[4-[3-(2-chlorophenyl)-2,4,5-trioxoimidazolidin-1-yl]-2-oxopyrrolidin-1-yl]benzonitrile